CC=1N=CC2=C(N1)NC=C2 methyl(7H-pyrrolo[2,3-d]pyrimidine)